[Cl-].[Cl-].C1(=CC=CC2=CC=CC=C12)C(=[Zr+2](C1=C(C(=CC=2C3=CC(=C(C=C3CC12)C1=CC=CC=C1)C(C)(C)C)C(C)(C)C)C1=CC=CC=C1)C1C=CC=C1)C1=CC=C(C=C1)Cl naphthyl(p-chlorophenyl)methylene(cyclopentadienyl)(2,7-diphenyl-3,6-di-tert-butylfluorenyl)zirconium dichloride